4-[2-(6-methyl-pyridin-2-yl)-5,6-dihydro-4H-pyrrolo[1,2-b]pyrazol-3-yl]-quinoline-6-carboxylic acid amide CC1=CC=CC(=N1)C=1C(=C2N(N1)CCC2)C2=CC=NC1=CC=C(C=C21)C(=O)N